[1-(Benzenesulfonyl)indol-6-yl]-2-(3,5-dibromo-1,2,4-triazol-1-yl)ethanone C1(=CC=CC=C1)S(=O)(=O)N1C=CC2=CC=C(C=C12)C(CN1N=C(N=C1Br)Br)=O